[(2R,3R,5R)-4,4-difluoro-3-[(2-methylpropanoyl)oxy]-5-(2-oxo-4-[[(pentyloxy)carbonyl]amino]-1,2-dihydropyrimidin-1-yl)oxolan-2-yl]methyl (2R)-2-amino-3-methylbutanoate N[C@@H](C(=O)OC[C@H]1O[C@H](C([C@@H]1OC(C(C)C)=O)(F)F)N1C(N=C(C=C1)NC(=O)OCCCCC)=O)C(C)C